1-[bis(2-ethylhexyl)aminomethyl]benzotriazole Methyl-2-((5-((4-amino-6-((4-cyanophenyl)amino)-1,3,5-triazin-2-yl)oxy)-1H-indol-2-yl)methoxy)acetate COC(COCC=1NC2=CC=C(C=C2C1)OC1=NC(=NC(=N1)N)NC1=CC=C(C=C1)C#N)=O.C(C)C(CN(CC(CCCC)CC)CN1N=NC2=C1C=CC=C2)CCCC